N-(2-((5-bromo-2-((1-methyl-1H-indazol-6-yl)amino)pyrimidin-4-yl)amino)-3-methoxyphenyl)methylsulfonamide BrC=1C(=NC(=NC1)NC1=CC=C2C=NN(C2=C1)C)NC1=C(C=CC=C1OC)CNS(=O)=O